1,1-Difluoro-1-{2-fluoro-3-[(1R)-1-{[2-methyl-6-(2-methylpropan-2-sulfonyl)pyrido[3,4-d]pyrimidin-4-yl]amino}ethyl]phenyl}-2-methylpropan-2-ol FC(C(C)(O)C)(C1=C(C(=CC=C1)[C@@H](C)NC=1C2=C(N=C(N1)C)C=NC(=C2)S(=O)(=O)C(C)(C)C)F)F